1-(2-amino-5-bromo-3-fluorophenyl)-5-(trifluoromethyl)pyrrolidin-2-one NC1=C(C=C(C=C1F)Br)N1C(CCC1C(F)(F)F)=O